N-(2'-Chloro-2-cyano-3'-(5,6,7,8-tetrahydroimidazo[1,2-a]pyrazin-2-carboxamido)biphenyl-3-yl)-1-methyl-4,5,6,7-tetrahydro-1H-imidazo[4,5-c]pyridin-2-carboxamid ClC1=C(C=CC=C1NC(=O)C=1N=C2N(CCNC2)C1)C1=C(C(=CC=C1)NC(=O)C=1N(C2=C(CNCC2)N1)C)C#N